(S)-3-(3-methoxy-1-methyl-1H-pyrazol-4-yl)-2,7-dimethyl-4,5,6,7-tetrahydro-2H-pyrazolo[3,4-c]pyridine COC1=NN(C=C1C=1N(N=C2[C@@H](NCCC21)C)C)C